3-phenyl-1-(piperazin-1-yl)-prop-2-yn-1-one hydrochloride Cl.C1(=CC=CC=C1)C#CC(=O)N1CCNCC1